N(=[N+]=[N-])[C@H](C)C1C(NC1=O)[C@H](C(C(C(=O)OCC1=CC=C(C=C1)[N+](=O)[O-])=[N+]=[N-])=O)C 4-nitrobenzyl (4R)-4-(3-((R)-1-azidoethyl)-4-oxoazetidin-2-yl)-2-diazo-3-oxopentanoate